Cl.ClCC1=NC=C(C=C1)C (chloromethyl)-5-methylpyridine hydrochloride